NCCCC(=O)C1=CC2=C([Se]1)C=C(C(=C2F)OC)OC 4-amino-1-(4-fluoro-5,6-dimethoxybenzo[b]selenophen-2-yl)butan-1-one